(R)-(3-(dimethylamino)pyrrolidin-1-yl)(4-isopropyl-5-(8-methyl-[1,2,4]triazolo[1,5-a]pyridin-6-yl)-1H-pyrazol-3-yl)methanone CN([C@H]1CN(CC1)C(=O)C1=NNC(=C1C(C)C)C=1C=C(C=2N(C1)N=CN2)C)C